di-t-butyldimethyl-phosphonium tetrabutyl-borate C(CCC)[B-](CCCC)(CCCC)CCCC.C(C)(C)(C)[P+](C)(C)C(C)(C)C